2-{[(3-chloro-4-hydroxyphenyl)carbamoyl]amino}-1,3-benzothiazole-6-sulfonamide ClC=1C=C(C=CC1O)NC(=O)NC=1SC2=C(N1)C=CC(=C2)S(=O)(=O)N